BrC1=CC=C2C(=N1)C1=NC=C(C=C1C21C2=CC=CC=C2C=2C=CC=CC12)C1=CC=CC=C1 2-bromo-7-phenylspiro[cyclopenta[2,1-b:3,4-b']dipyridine-5,9'-fluorene]